C(C)C(COC(C=CC1=C(C(=CC=C1)C1=CC=CC=C1)C#N)=O)CCCC (2-ethylhexyl)-o-cyano-3-phenylcinnamate